NC1=C(C=CC(=C1F)NCC1=CC=C(C=C1)O)NC(CCCCCCC)=O N-(2-Amino-3-fluoro-4-((4-hydroxybenzyl)amino)phenyl)octanamid